(S)-2-(4-cyclopropyl-3-(2-(3-fluoroazetidin-1-yl)ethyl)-6-oxopyridazin-1(6H)-yl)-4-methylpentanoic acid methyl ester COC([C@H](CC(C)C)N1N=C(C(=CC1=O)C1CC1)CCN1CC(C1)F)=O